C(C=1C(O)=CC=CC1)(=O)OC[C@H]1N(CCC1)C1=NC(=NC2=C(C=CC=C12)CBr)Cl (S)-(1-(8-(bromomethyl)-2-chloroquinazolin-4-yl)pyrrolidin-2-yl)methanol salicylate